O/N=C(\C)/N (E)-N'-hydroxyacetimidamide